C1(CC1)S(=O)(=O)N1C[C@H]([C@@H](CC1)NC=1N=CC2=C(N1)N(C(C(=C2C)C#C)=O)[C@H]2[C@](CCC2)(C)O)F 2-(((3R,4R)-1-(cyclopropylsulfonyl)-3-fluoropiperidin-4-yl)amino)-6-ethynyl-8-((1R,2R)-2-hydroxy-2-methylcyclopentyl)-5-methylpyrido[2,3-d]pyrimidin-7(8H)-one